(R)-3-(4-(4-((1-(3-(difluoromethyl)-2-fluorophenyl)ethyl)amino)-1-methyl-7-oxopyrido[3,4-d]pyridazine-6(7H)-yl)piperidin-1-yl)-3-oxopropionic acid FC(C=1C(=C(C=CC1)[C@@H](C)NC1=NN=C(C=2C1=CN(C(C2)=O)C2CCN(CC2)C(CC(=O)O)=O)C)F)F